3-amino-4-(5-methyl-1H-indazol-4-yl)-6-(pyridazin-4-yl)picolinamide NC=1C(=NC(=CC1C1=C2C=NNC2=CC=C1C)C1=CN=NC=C1)C(=O)N